benzylcyclopropanol C(C1=CC=CC=C1)C1(CC1)O